5-(4-(4-Chlorophenyl)-1H-imidazol-5-yl)-1H-indazole ClC1=CC=C(C=C1)C=1N=CNC1C=1C=C2C=NNC2=CC1